6-[4-[3-(2,6-dimethylphenyl)-2-pyridyl]piperazin-1-yl]-2-azaspiro[3.4]-octane CC1=C(C(=CC=C1)C)C=1C(=NC=CC1)N1CCN(CC1)C1CC2(CNC2)CC1